(3aS,4S,5S,6aR)-2-((R)-2-(5-(benzyloxy)-6-chloropyridin-2-yl)-2-hydroxyethyl)-5-phenoxyhexahydrocyclopenta[c]pyrrole-3a,4(1H)-diol C(C1=CC=CC=C1)OC=1C=CC(=NC1Cl)[C@@H](CN1C[C@@H]2[C@](C1)([C@H]([C@H](C2)OC2=CC=CC=C2)O)O)O